2'-bromo-6'-chloro-1,1':4',1''-terphenyl BrC1=C(C(=CC(=C1)C1=CC=CC=C1)Cl)C1=CC=CC=C1